O1C=CC2=C1C=C(C=C2)C(C(=O)OCC)C(=O)OCC diethyl 2-(benzofuran-6-yl)malonate